Cl[C@@]12[C@H]([C@@H]3C[C@@](C[C@H](C1)C3)(C2)Cl)[C@@H](NC(=O)NC2=CC=CC=C2)C2=CC=CC=C2 1-((R)-((1s,2R,3s,5s,7R)-1,5-dichloroadamantan-2-yl)(phenyl)methyl)-3-phenylurea